C(=O)(OC(C)(C)C)NCCCN1C(=NC=C1)CCCC(=O)O 1-[3-(N-Boc-amino)propyl]imidazolebutyric acid